3-[6-({5-[6-Ethoxy-5-(trifluoromethyl)pyridin-3-yl]-7-({[1-(methoxymethyl)cyclopentyl]methyl}(methyl)amino)-1H-imidazo[4,5-b]pyridin-2-yl}carbamoyl)pyridin-3-yl]propanoic acid C(C)OC1=C(C=C(C=N1)C1=CC(=C2C(=N1)N=C(N2)NC(=O)C2=CC=C(C=N2)CCC(=O)O)N(C)CC2(CCCC2)COC)C(F)(F)F